1-cyclopentyl-N-{[3-(4-{[(3S,4R)-1-ethyl-3-fluoropiperidin-4-yl]amino}-1-(2,2,2-trifluoroethyl)-1H-indol-2-yl)-1,2,4-oxadiazol-5-yl]methyl}-1H-pyrrole-3-carboxamide C1(CCCC1)N1C=C(C=C1)C(=O)NCC1=NC(=NO1)C=1N(C2=CC=CC(=C2C1)N[C@H]1[C@H](CN(CC1)CC)F)CC(F)(F)F